2-((Tert-butoxycarbonyl)amino)ethyl (4-iodophenyl)carbamate IC1=CC=C(C=C1)NC(OCCNC(=O)OC(C)(C)C)=O